(S)-1-(2-(1-(4-(3-chloro-2-fluorophenoxy)phenyl)-8-methylimidazo[1,5-a]pyrazin-3-yl)piperidin-1-yl)prop-2-en-1-one ClC=1C(=C(OC2=CC=C(C=C2)C=2N=C(N3C2C(=NC=C3)C)[C@H]3N(CCCC3)C(C=C)=O)C=CC1)F